NC1=C(C=C(C=N1)C1=NN2C(=C1)C1(CN(CC1)C(=O)NC(C)(C)C1=CC=C(C=C1)F)OCC2)C#N 2-(6-amino-5-cyanopyridin-3-yl)-N-[2-(4-fluorophenyl)propan-2-yl]-6,7-dihydrospiro[pyrazolo[5,1-c][1,4]oxazine-4,3'-pyrrolidine]-1'-carboxamide